C(C1=CC=CC=C1)(=O)N1CCN(CC1)CCCCCC=1C(=CC=NC1)NC(N)=N 5-((1-(benzoyl)piperazine-4-yl)pentyl)-3-(4-pyridinyl)guanidine